FC1=C(C=CC=C1)C=1NC(=CN1)CN1C=C(C2=C1N=CN=C2N)I 7-{[2-(2-fluorophenyl)-1H-imidazol-5-yl]Methyl}-5-iodo-7H-pyrrolo[2,3-d]Pyrimidin-4-amine